C1(CCCCC1)C(C(=O)NC1=CC=C(C=C1)C=1C(=NNC1C)C)([2H])NC(=O)C1=CC=NN1CC#C N-(1-cyclohexyl-2-((4-(3,5-dimethyl-1H-pyrazol-4-yl)phenyl)amino)-2-oxoethyl-1-d)-1-(prop-2-yn-1-yl)-1H-pyrazole-5-carboxamide